5-(6-((1S,6R,7R)-7-(aminomethyl)-7-(2-fluorophenyl)-3-azabicyclo[4.1.0]heptan-3-yl)-1H-pyrazolo[3,4-b]pyrazin-3-yl)quinoline-8-carboxamide NC[C@@]1([C@@H]2CCN(C[C@H]12)C1=CN=C2C(=N1)NN=C2C2=C1C=CC=NC1=C(C=C2)C(=O)N)C2=C(C=CC=C2)F